tert-butyl N-[2-[[4-[(6-benzyloxy-3-pyridyl)sulfonimidoyl]benzoyl]amino]-4-(4-fluorophenyl)phenyl]carbamate C(C1=CC=CC=C1)OC1=CC=C(C=N1)S(=O)(=N)C1=CC=C(C(=O)NC2=C(C=CC(=C2)C2=CC=C(C=C2)F)NC(OC(C)(C)C)=O)C=C1